(2-(1-(3-cyano-8-methoxyquinolin-4-yl)piperidin-4-yl)ethyl)phosphonic Acid C(#N)C=1C=NC2=C(C=CC=C2C1N1CCC(CC1)CCP(O)(O)=O)OC